2-(5-Chloro-6-methylpyridin-2-yl)-6,6-dimethyl-3-(1H-pyrazolo[3,4-b]pyridin-4-yl)-6,7-dihydro-4H-pyrazolo[5,1-c][1,4]oxazine ClC=1C=CC(=NC1C)C1=NN2C(COC(C2)(C)C)=C1C1=C2C(=NC=C1)NN=C2